aluminum trifluorophenylacetate FC1=C(C(=C(C=C1)CC(=O)[O-])F)F.[Al+3].FC1=C(C(=C(C=C1)CC(=O)[O-])F)F.FC1=C(C(=C(C=C1)CC(=O)[O-])F)F